C(C)(C)(C)OC(=O)N1C[C@H](CC1)[C@@H](C(=O)OC(C)(C)C)CC1=CC(=CC=C1)N(C(N)=O)CCCO (3R)-3-[(1S)-2-tert-butoxy-1-[[3-(3-hydroxypropyl-carbamoylamino)phenyl]methyl]-2-oxoethyl]pyrrolidine-1-carboxylic acid tert-butyl ester